BUTADIEN C=CC=C